P(=O)(OC(C)(C)C)(OCN1N=CC=C1C=CC=1SC=CC1)[O-].[Na+] sodium (E)-tert-butyl ((5-(2-(thiophen-2-yl)vinyl)-1H-pyrazol-1-yl)methyl) phosphate